(3-((4-(2-Azidopropan-2-yl)-6-chloro-2,7-naphthyridin-1-yl)oxy)azetidin-1-yl)((1S,2S)-2-fluorocyclopropyl)methanone N(=[N+]=[N-])C(C)(C)C1=CN=C(C2=CN=C(C=C12)Cl)OC1CN(C1)C(=O)[C@H]1[C@H](C1)F